C(C)OC(=O)C1CN(CC1=O)C(=O)OC(C)(C)C N-tert-butoxycarbonyl-4-oxo-3-pyrrolidinecarboxylic acid ethyl ester